8-bromo-2-(3,4,5-trimethoxybenzyl)-1,3,4,12a-tetrahydrobenzo[e]pyrazino[1,2-a][1,4]diazepine-6,12(2H,11H)-dione BrC1=CC2=C(NC(C3N(C2=O)CCN(C3)CC3=CC(=C(C(=C3)OC)OC)OC)=O)C=C1